CC1(OC2=C(O1)C=CC=C2C2CCNCC2)C2=NC=CC=C2 (2-methyl-4-(piperidin-4-yl)benzo[d][1,3]dioxol-2-yl)pyridine